4-(2-(Cyclopropanesulfonamido)pyrimidin-4-yl)-N-(5-(6-ethoxypyrazin-2-yl)pyridin-2-yl)-1-isopropylpiperidine-4-carboxamide C1(CC1)S(=O)(=O)NC1=NC=CC(=N1)C1(CCN(CC1)C(C)C)C(=O)NC1=NC=C(C=C1)C1=NC(=CN=C1)OCC